(S)-2-((4-(6-((4-Chloro-2-fluorobenzyl)oxy)pyridin-2-yl)-1H-pyrazol-1-yl)methyl)-1-(oxetan-2-ylmethyl)-1H-benzo[d]imidazol ClC1=CC(=C(COC2=CC=CC(=N2)C=2C=NN(C2)CC2=NC3=C(N2C[C@H]2OCC2)C=CC=C3)C=C1)F